(S)-9-(6-((1-(3-fluoropropyl)pyrrolidin-3-yl)oxy)pyridin-3-yl)-6,7-dihydro-5H-benzo[7]annulene-3-ol FCCCN1C[C@H](CC1)OC1=CC=C(C=N1)C1=CCCCC2=C1C=CC(=C2)O